C(CCCC)OC(C(CC(=O)OCCCCC)S(=O)(=O)O)=O sulfosuccinic acid-1,4-dipentyl ester